C(C)OC=1C=C(C=NC1)C1=C(C=CC=C1)CCC(=O)O 3-[2-(5-ethoxypyridine-3-yl)phenyl]propanoic acid